1-acryloyl-N-(2-(4-(4-(2-amino-4-(difluoromethyl)pyrimidin-5-yl)-6-morpholino-1,3,5-triazin-2-yl)piperazin-1-yl)-2-oxoethyl)-N-methylazetidine-3-carboxamide C(C=C)(=O)N1CC(C1)C(=O)N(C)CC(=O)N1CCN(CC1)C1=NC(=NC(=N1)C=1C(=NC(=NC1)N)C(F)F)N1CCOCC1